C(C)(C)(C)NC1=NC(=CC2=C1CN1[C@@H](CO2)CN(CC1)C(C=C)=O)C1=C(C=CC=C1O)F (6aR)-1-(1-(tert-butylamino)-3-(2-fluoro-6-hydroxyphenyl)-6a,7,9,10-tetrahydro-12H-pyrazino[2,1-c]pyrido[3,4-f][1,4]oxazepin-8(6H)-yl)prop-2-en-1-one